(1S,3R)-3-(3-{[(2,6-dimethylpyridin-3-yl)-carbonyl]amino}-1H-pyrazol-5-yl)cyclopentyl propylcarbamate C(CC)NC(O[C@@H]1C[C@@H](CC1)C1=CC(=NN1)NC(=O)C=1C(=NC(=CC1)C)C)=O